4-chloro-pyridine ClC1=CC=NC=C1